indol-4(1H)-yl-butyric acid N1C=CC2=C(C=CC=C12)C(C(=O)O)CC